(piperidin-1-yl)-5-(tetrazol-5-yl)aniline N1(CCCCC1)NC1=CC=CC(=C1)C1=NN=NN1